N[C@@H]1[C@H]([C@@H](C1)C1=CC(=CC=C1)Cl)CO ((1S,2S,4R)-2-Amino-4-(3-chlorophenyl)cyclobutyl)methanol